4-Amino-1-(4-chlorophenyl)-7-isopropoxy-2-oxo-1,2-dihydro-1,8-naphthyridine-3-carboxylic acid methyl ester COC(=O)C=1C(N(C2=NC(=CC=C2C1N)OC(C)C)C1=CC=C(C=C1)Cl)=O